FC(C1=C(C(=C2C(=N1)CCC2)N)C)F 2-(Difluoromethyl)-3-methyl-6,7-dihydro-5H-cyclopenta[b]pyridin-4-amine